FC1=C(CN2C(N([C@H](C3=CC=C(C=C23)C(=O)NCC2=C(C=C(C=C2F)F)F)C)C)=O)C=C(C=C1F)OC (S)-1-(2,3-difluoro-5-methoxybenzyl)-3,4-dimethyl-2-oxo-N-(2,4,6-trifluorobenzyl)-1,2,3,4-tetrahydro-quinazoline-7-carboxamide